C(CCCCCCCCCCCCCCC)S(=O)(=O)ONC(C=C)=O.[Na] sodium acrylamido hexadecanesulfonate